C(C1=CC=CC=C1)NC=1C=C(C=CC1)C=1N=NN(C1)[C@H](C(=O)N1[C@@H](C[C@H](C1)O)C(=O)NC)C(C)(C)C (2S,4r)-1-[(2S)-2-[4-[3-(benzylamino)phenyl]triazol-1-yl]-3,3-dimethyl-butyryl]-4-hydroxy-N-methyl-pyrrolidine-2-carboxamide